N-(4-bromo-2-nitrophenyl)acetamide BrC1=CC(=C(C=C1)NC(C)=O)[N+](=O)[O-]